3-(6-(6-(4-fluorophenyl)-2-azaspiro[3.3]hept-5-ene-2-carbonyl)benzo[d]oxazol-2-yl)piperidine-2,6-dione FC1=CC=C(C=C1)C1=CC2(CN(C2)C(=O)C2=CC3=C(N=C(O3)C3C(NC(CC3)=O)=O)C=C2)C1